C(C1=CC=CC=C1)OC1=NC(=CC=C1C1=NN(C2=C(C(=CC=C12)NC(OC(C)(C)C)=O)C)C)OCC1=CC=CC=C1 tert-butyl (3-(2,6-bis(benzyloxy)pyridin-3-yl)-1,7-dimethyl-1H-indazol-6-yl)carbamate